ClC1=CC(=C(CN2C(NC(C3=C2C=CN3)=O)=C=S)C=C1)[C@H]1NCCCC1 (S)-1-(4-chloro-2-(piperidin-2-yl)benzyl)-2-thiocarbonyl-1,2,3,5-tetrahydro-4H-pyrrolo[3,2-d]pyrimidin-4-one